(Z)-2-acetamido-3-phenyl-acrylic acid C(C)(=O)N\C(\C(=O)O)=C/C1=CC=CC=C1